(2,3,4-trimethoxy-6-methylphenyl)boronic acid COC1=C(C(=CC(=C1OC)OC)C)B(O)O